BrN bromoamine